N1(N=CC=C1)C1=C(C=C(C=C1)NC=1SC=CN1)NC(=O)C1(CC1)C N-(2-(1H-pyrazol-1-yl)-5-(thiazol-2-ylamino)phenyl)-1-methylcyclopropane-1-carboxamide